2-(1-methylpyrrolidin-2-yl)acetohydrazide CN1C(CCC1)CC(=O)NN